Cl.O1N=CC=C1CN 1-(1,2-oxazol-5-yl)methanamine hydrochloride